ClC1=C(C=CC=C1)C1=CC=C2CCC(C2=C1)NC(O[C@@H]1CN2CCC1CC2)=O (S)-quinuclidin-3-yl (6-(2-chlorophenyl)-2,3-dihydro-1H-inden-1-yl)carbamat